IC1=C(C(=CC=C1)OCC1=CC=C(C=C1)OC)C1OCCO1 2-{2-iodo-6-[(4-methoxyphenyl)methoxy]phenyl}-1,3-dioxolane